1-(4,5-difluoro-1H-indol-1-yl)-N,N-dimethylpropan-2-amine FC1=C2C=CN(C2=CC=C1F)CC(C)N(C)C